BrC=1C=C(C=CC1)C1=CC(=C(N1CC1=CC(=C(C=C1)S(N)(=O)=O)F)CC1CC1)C=1OC(=C(N1)C(=O)OC)C methyl 2-(5-(3-bromophenyl)-2-(cyclopropylmethyl)-1-(3-fluoro-4-sulfamoylbenzyl)-1H-pyrrol-3-yl)-5-methyloxazole-4-carboxylate